COCC#CC=1C(=NC(=NC1)SC)C(=O)N 5-(3-methoxyprop-1-yn-1-yl)-2-(methylsulfanyl)pyrimidine-4-carboxamide